NC1=C(C=C(C=C1)N)CCO 2-(2,5-diamino-phenyl)-ethanol